FC1=CC=C(C(=O)N2[C@@H](CCC2)C(=O)N[C@H](C(=O)NC(C(=O)N)CC(C)C)CC=2SC3=C(N2)C=CC(=C3)OC)C=C1 2-[(2S)-2-{[(2S)-1-(4-fluorobenzoyl)pyrrolidin-2-yl]formamido}-3-(6-methoxy-1,3-benzothiazol-2-yl)propan-amido]-4-methylpentanamide